NN1CCN(CC1)C(CN1C(C=CC1=O)=O)=O 1-[2-(4-aminopiperazin-1-yl)-2-oxoethyl]-1H-pyrrole-2,5-dione